CN(C(C)=O)C=1SC(=C(N1)C)SC N-methyl-N-(4-methyl-5-(methylthio)thiaAzol-2-yl)acetamide